FC1=C(C=CC(=C1OC)F)N1C(C2=CC=CC=C2C1=O)=O 2-(2,4-difluoro-3-methoxyphenyl)isoindoline-1,3-dione